1-(pyridin-2-yl)cyclopropane-carboximidamide N1=C(C=CC=C1)C1(CC1)C(N)=N